2,3-diazanorbornene C12N=NC(CC1)C2